COC1=C(C=NC=2C(CCCC12)OC1=C(C=C2C=NN(C2=C1)C=1C=NN(C1)C)C)C#N 4-Methoxy-8-((5-methyl-1-(1-methyl-1H-pyrazol-4-yl)-1H-indazol-6-yl)oxy)-5,6,7,8-tetrahydroquinoline-3-carbonitrile